O1CCC(CC1)OC1=CC=CC(=N1)C(=O)N[C@H]1C[C@H](CCC1)NC1=CC(=NC2=CC=CC=C12)C(F)(F)F 6-(oxan-4-yloxy)-N-[(1R,3S)-3-{[2-(trifluoromethyl)quinolin-4-yl]amino}cyclohexyl]pyridine-2-carboxamide